2-(4-amino-1-piperidinyl)-2-oxo-acetamide NC1CCN(CC1)C(C(=O)N)=O